4-amino-7H-pyrrolo[2,3-d]pyrimidine-2-sulfinic acid NC=1C2=C(N=C(N1)S(=O)O)NC=C2